C1(CC1)C1=C(C(=NO1)C1=C(C=CC=C1)OC(F)(F)F)COC1C[C@H]2CC[C@@H](C1)N2C(=O)OC(C)(C)C tert-butyl (1R,3r,5S)-3-((5-cyclopropyl-3-(2-(trifluoromethoxy)phenyl)isoxazol-4-yl)methoxy)-8-azabicyclo[3.2.1]octane-8-carboxylate